6-tert-butyldimethylsilyloxymethylpyrimidine [Si](C)(C)(C(C)(C)C)OCC1=CC=NC=N1